(Z)-3-bromo-3-phenylacrolein Br\C(=C/C=O)\C1=CC=CC=C1